1,1,3,3,3-pentafluoro-2-trifluoromethyl-propyl methyl ether COC(C(C(F)(F)F)C(F)(F)F)(F)F